OC[C@H](C1=CC=CC=C1)NC1=CC(=NC=C1C=1OC=NN1)NC1=CC=C2C(N3C(C2=C1)(CC=CC3)C)=O 9-((4-(((S)-2-hydroxy-1-phenylethyl)amino)-5-(1,3,4-oxadiazol-2-yl)pyridin-2-yl)amino)-10b-methyl-1,10b-dihydropyrido[2,1-a]isoindol-6(4H)-one